4-Tert-butyl-6-(2,5-dioxotetrahydro-3-furanyl)-2-benzofuran-1,3-dione C(C)(C)(C)C1=CC(=CC=2C(OC(C21)=O)=O)C2C(OC(C2)=O)=O